ClCC(=O)NCCCNC1=NC2=CC(=C(C=C2C(=N1)N1CCN(CCC1)C1CCCCC1)OC)OC 2-chloro-N-(3-((4-(4-cyclohexyl-1,4-diazepan-1-yl)-6,7-dimethoxyquinazolin-2-yl)amino)propyl)acetamide